1H-1,2,4-triazol-5-yl sulfide N1N=CN=C1SC1=NC=NN1